N-Boc-tetrahydropyridine-4-boronic acid pinacol ester C(=O)(OC(C)(C)C)N1CCC(CC1)B1OC(C)(C)C(C)(C)O1